ClC=1C=CC(=C(C1)N1CON(CO1)C(C(=O)NC1=CC2=CN(N=C2C=C1)C(F)F)CC1=CC=CC=C1)N1N=NC(=C1)Cl 2-(4-(5-Chloro-2-(4-chloro-1H-1,2,3-triazol-1-yl)phenyl)-2,5-dioxapiperazin-1-yl)-N-(2-(difluoromethyl)-2H-indazol-5-yl)-3-phenylpropionamide